BrC1=CC(=C(C(=O)O)C=C1)[Se]C1=NC(=CC(=N1)OC)OC 4-bromo-2-((4,6-dimethoxypyrimidin-2-yl)seleno)benzoic acid